F[C@@H]1[C@@H](C1)C(=O)NC1=NC=C2C=C(C(N(C2=C1)C)=O)C=1C=NC(=CC1C)[C@H](C(F)(F)F)O (1S,2S)-2-fluoro-N-(1-methyl-3-[4-methyl-6-[(1R)-2,2,2-trifluoro-1-hydroxyethyl]pyridin-3-yl]-2-oxo-1,6-naphthyridin-7-yl)cyclopropane-1-carboxamide